tert-butyl 3-amino-3-(1-hydroxy-1-methyl-ethyl)cyclobutanecarboxylate NC1(CC(C1)C(=O)OC(C)(C)C)C(C)(C)O